C(=O)O.C(=O)O.N1CC(C1)O azetidin-3-ol diformate